CC1=NN(C=C1)CC 3-methyl-1-ethyl-1H-pyrazole